3-(4-chloro-3-methanesulfonylphenyl)-1-phenylurea ClC1=C(C=C(C=C1)NC(NC1=CC=CC=C1)=O)S(=O)(=O)C